[NH4+].S(=O)(=O)([O-])[O-].[Cu+2] copper (II) sulfate ammonium salt